ClC1=C(C=CC=C1C1=NC=C2C=C(C=NC2=C1)CNCC(=O)OC)C1=C(C(=CC=C1)C1=NC(=C(C=C1)CNC[C@@H]1NC(CC1)=O)OC)Cl methyl (R)-((7-(2,2'-dichloro-3'-(6-methoxy-5-((((5-oxopyrrolidin-2-yl)methyl)amino)methyl)pyridin-2-yl)-[1,1'-biphenyl]-3-yl)-1,6-naphthyridin-3-yl)methyl)glycinate